O=C1NC(CCC1N1C(C2=CC=CC(=C2C1=O)NCCOCCC(=O)N1CCN(CC1)C1=CC=C(C=C1)C1=NNC2=C1N=C(N=C2)C2=C(C=CC=C2OC)F)=O)=O 2-(2,6-Dioxopiperidin-3-yl)-4-((2-(3-(4-(4-(5-(2-Fluoro-6-methoxyphenyl)-1H-pyrazolo[4,3-d]pyrimidin-3-yl)phenyl)piperazin-1-yl)-3-oxopropoxy)ethyl)amino)isoindolin-1,3-dion